FC1=NC(=CC(=C1)NC1=CC=C(C(=N1)C(=O)NC1(CCC1)C)OC)F 6-[(2,6-difluoro-4-pyridinyl)amino]-3-methoxy-N-(1-methylcyclobutyl)pyridine-2-carboxamide